NC1=NC2=CC=CC=C2C=C1 2-AMINO-QUINOLINE